C1(CCCCC1)C=1N=CC(=NC1)CN(C(=O)[C@@H]1N(CC1)S(=O)(=O)C1=C(C(=C(C(=C1F)F)F)F)F)C1=CC(=C(C(=O)O)C=C1)O (R)-4-(N-((5-cyclohexylpyrazin-2-yl)methyl)-1-((perfluorophenyl)sulfonyl)azetidine-2-carboxamido)-2-hydroxybenzoic acid